[Cl-].[Cl-].C1(=CC=CC=C1)P(C1=CC=CC=C1)CC[Ti+2]C1C(=C(C(=C1C)C)C)C (diphenylphosphino)ethyl-tetramethylcyclopentadienyl-titanium dichloride